ClC1=NC(=CC(=C1)C1=CC(=NC=C1C)N)F 2'-chloro-6'-fluoro-5-methyl-[4,4'-bipyridin]-2-amine